BrC=1C(=C2C(C(=O)OC2=O)=CC1)Br dibromo-phthalic anhydride